CC1(OC(=CC(O1)=O)O)C 2,2-dimethyl-4-oxo-4H-1,3-dioxin-6-ol